C1(CCCCC1)N(C(=O)C1=C(C=C(C=C1F)C1=CC(=C(C=C1F)N1C[C@@H](N([C@@H](C1)C)C)C)NC(=O)C1=CNC(C=C1C(F)(F)F)=O)F)C N-(4'-(cyclohexyl(methyl)carbamoyl)-3',5',6-trifluoro-4-((3S,5R)-3,4,5-trimethylpiperazin-1-yl)-[1,1'-biphenyl]-3-yl)-6-oxo-4-(trifluoromethyl)-1,6-dihydropyridine-3-carboxamide